8-(2-fluorophenyl)quinazolin FC1=C(C=CC=C1)C=1C=CC=C2C=NC=NC12